FC1=C(C=C(C=C1)CCO)[N+](=O)[O-] 2-(4-fluoro-3-nitrophenyl)ethanol